ClC[C@@H](C1=CC=CC=C1)O (R)-2-chloro-1-phenylethyl alcohol